BrC1=CC2=C(S1)C=CC1=CC=CC=C12 2-bromonaphtho[2,1-b]thiophene